2-(3-hydroxyazetidin-1-yl)-1-(3-(4-(4-(1-(pent-3-yl)-1H-pyrazol-4-yl)pyrazolo[1,5-a]pyrazin-6-yl)-1H-pyrazol-1-yl)azetidin-1-yl)ethanone OC1CN(C1)CC(=O)N1CC(C1)N1N=CC(=C1)C=1N=C(C=2N(C1)N=CC2)C=2C=NN(C2)C(CC)CC